ClC1=NC(=NC=C1[Si](C)(C)C)N1C[C@@H](N(CC1)C1=NC=CC=N1)COC (R)-4-chloro-2-(3-(methoxymethyl)-4-(pyrimidin-2-yl)piperazin-1-yl)-5-(trimethylsilyl)pyrimidine